C(C)(C)(C)N(C(O)=O)[C@@H]1C[C@@H](CCC1)N1C(=NC=2C=NC(=CC21)C(=O)NN)C2=C(C=CC=C2)F.C2(=CC=CC=C2)C=2C(=C1C(=CC2)N=C2C=CC3=C4C=CC=CC4=NC3=C21)C2=C(C=CC=C2)C=2C(=CC=CC2)C2=CC=CC=C2 (phenyl)(terphenylyl)indolocarbazole tert-butyl-((1S,3R)-3-(2-(2-fluorophenyl)-6-(hydrazinecarbonyl)-1H-imidazo[4,5-c]pyridin-1-yl)cyclohexyl)carbamate